ClC1=CC=C(C=C1)C(N1C[C@@H](N(C[C@H]1CC)C1=NC=2N(C3=C1N=NN3C[C@H]3OCCC3)C=NN2)C)C2=CC=C(C=C2)Cl 4-((2S,5R)-4-(bis(4-chlorophenyl)methyl)-5-ethyl-2-methylpiperazin-1-yl)-1-(((S)-tetrahydrofuran-2-yl)methyl)-1H-[1,2,3]triazolo[4,5-e][1,2,4]triazolo[4,3-a]pyrimidine